benzyl (2S)-2-[methyl (m-tolyl)-carbamoyl]-5-oxo-pyrrolidine-1-carboxylate CN(C(=O)[C@H]1N(C(CC1)=O)C(=O)OCC1=CC=CC=C1)C=1C=C(C=CC1)C